2-(3-benzyloxyphenyl)-5-methyl-pyrazol-3-amine C(C1=CC=CC=C1)OC=1C=C(C=CC1)N1N=C(C=C1N)C